ClC=1C=2N(N=CC1)C=CC2 4-chloropyrrolo[1,2-b]pyridazine